BrC1=C(OC2=CC(=CC(=C2C1=O)OC)OC)C1=CC(=C(C(=C1)OC)OC)OC 3-bromo-5,7-dimethoxy-2-(3',4',5'-trimethoxyphenyl)-4H-chromen-4-one